FCCCN1N=CN=C1C(=O)OC Methyl 1-(3-fluoropropyl)-1H-1,2,4-triazole-5-carboxylate